methyl 3,3-dibutyl-2-methyl-7-(methylthio)-5-phenyl-2,3,4,5-tetrahydro-1,2,5-benzothiadiazepine-8-carboxylate 1,1-dioxide C(CCC)C1(N(S(C2=C(N(C1)C1=CC=CC=C1)C=C(C(=C2)C(=O)OC)SC)(=O)=O)C)CCCC